ClC1=CC2=C(N=C(S2)C=2C=NC(=CC2)N2C[C@@H](CC2)F)C=C1 (R)-6-chloro-2-(6-(3-fluoropyrrolidin-1-yl)pyridin-3-yl)benzo[d]thiazole